4-(3,3-dimethyl-5-(prop-1-yn-1-yl)-2,3-dihydro-1H-pyrrolo[3,2-b]pyridin-1-yl)pyrimidine-5-carboxylate CC1(CN(C=2C1=NC(=CC2)C#CC)C2=NC=NC=C2C(=O)[O-])C